C(C1=CC=CC=C1)OC(N(C)C1(CC1)C=1C=C(C=C2CCCOC12)Br)=O N-methyl-(1-(6-bromochroman-8-yl)cyclopropyl)carbamic acid benzyl ester